(3S,4S)-3-hydroxy-4-((S)-5H-imidazo[5,1-a]isoindol-5-yl)tetrahydrothiophene 1,1-dioxide O[C@@H]1CS(C[C@H]1[C@@H]1N2C(C3=CC=CC=C13)=CN=C2)(=O)=O